1-bromo-2-(cyclopropylsulfonyl)-4-nitrobenzene BrC1=C(C=C(C=C1)[N+](=O)[O-])S(=O)(=O)C1CC1